ClC=1C=C2CN(CC2=CC1)C(CC[C@@]1(C(NC(N1)=O)=O)C1CC1)=O (S)-5-(3-(5-chloroisoindolin-2-yl)-3-oxopropyl)-5-cyclopropylimidazole-2,4-dione